CN1N=C(C(=C1O)C(C)C)C1=CC=CC=C1 1-methyl-3-phenyl-4-(propan-2-yl)-1H-pyrazol-5-ol